FC1=NC=CC=C1C1=NC(=NC=C1)CC1CN(CCC1)C(=O)OC(C)(C)C tert-Butyl 3-((4-(2-fluoropyridin-3-yl)pyrimidin-2-yl)methyl)piperidine-1-carboxylate